1-(dibenzo[b,d]furan-3-yl)ethanone C1=CC(=CC=2OC3=C(C21)C=CC=C3)C(C)=O